CC(=CC)[N+](=O)[O-] 1-methyl-1-nitropropene